CC1=NN(C(=C1)C(F)(F)F)CC1CC2(CN(C2)C(=O)N2CC3(C2)CC(C3)N3N=C(N=C3)C(F)(F)F)C1 [6-[[3-methyl-5-(trifluoromethyl)pyrazol-1-yl]methyl]-2-azaspiro[3.3]heptan-2-yl]-[6-[3-(trifluoromethyl)-1,2,4-triazol-1-yl]-2-azaspiro[3.3]heptan-2-yl]methanone